CC=1N=C(C2=C(N1)OC=C2C(=O)N2CC1(CC2)OCC2=C1C=CC=C2)NC2(CC2)C methyl-N-(1-methylcyclopropyl)-5-({3H-spiro[2-benzofuran-1,3'-pyrrolidin]-1'-yl}carbonyl)furo[2,3-d]pyrimidin-4-amine